C(C)(C)(C)C=1N=CC(=NC1)C(=O)NC12C[C@@H](C(CC1)(CC2)NC(COC2=CC(=C(C=C2)Cl)F)=O)O 5-tert-butyl-N-{(3S)-4-[2-(4-chloro-3-fluorophenoxy)acetylamino]-3-hydroxybicyclo[2.2.2]octan-1-yl}pyrazine-2-carboxamide